C1(=CC=CC=C1)CC[C@@H]1NC2=C(CNC1)C=CC=C2 (2S)-2-(2-Phenylethyl)-2,3,4,5-tetrahydro-1H-1,4-benzodiazepine